(1S,3S)-Ethyl 3-((6-(4-(hydroxymethyl)-3-methylisoxazol-5-yl)-2-methylpyridin-3-yl) oxy)cyclohexanecarboxylate OCC=1C(=NOC1C1=CC=C(C(=N1)C)O[C@@H]1C[C@H](CCC1)C(=O)OCC)C